C(C1=CC(OC)=C(O)C(OC)=C1)CCC syringylpropan